NCC1=CC=C(C=C1)C(C)(C)O 2-[4-(aminomethyl)phenyl]Propan-2-ol